C1(=CC=CC=C1)C1=NN(C(=C1CCC)O)C1=NC=CC=C1 phenyl-4-propyl-1-(pyridin-2-yl)-1H-pyrazol-5-ol